FC1(CN(CCC1)C=1C2=C(N=C(N1)OC([2H])([2H])[C@]13CCCN3C[C@@H](C1)F)C(=C(N=C2)C2=CC(=CC1=CC=C(C(=C21)C#C)F)O)F)F 4-[4-(3,3-difluoropiperidin-1-yl)-8-fluoro-2-({[(2R,7aS)-2-fluorotetrahydro-1H-pyrrolizin-7a(5H)-yl](2H2)methyl}oxy)pyrido[4,3-d]pyrimidin-7-yl]-5-ethynyl-6-fluoronaphthalen-2-ol